1-(3-Fluoro-phenyl)-1H-[1,2,3]triazole-4-carboxylic acid {2-oxo-2-[4-(3-trifluoromethyl-phenoxy)-piperidin-1-yl]-ethyl}-amide O=C(CNC(=O)C=1N=NN(C1)C1=CC(=CC=C1)F)N1CCC(CC1)OC1=CC(=CC=C1)C(F)(F)F